NC(CC(=O)OCC)C1=CC(=C(C=C1)OC(C)C)OC ethyl 3-amino-3-(4-isopropoxy-3-methoxyphenyl)propanoate